C(C(=C)C)(=O)OC[Si](OCC)(OCC)C (methacryloxymethyl)methyldiethoxysilane